The molecule is a hydroxykynurenine that is kynurenine substituted by a hydroxy group at position 3. It has a role as a human metabolite. C1=CC(=C(C(=C1)O)N)C(=O)CC(C(=O)O)N